C(C1=CC=CC=C1)N1CC([C@@H](CC1)C)=O |r| racemic-1-benzyl-4-methylpiperidine-3-one